C(C1=CC=CC=C1)OC1=CC(=C(C=C1)N1CCN(CC1)C1C(CN(CC1)C(=O)OC(C)(C)C)(F)F)F tert-butyl 4-[4-(4-benzyloxy-2-fluoro-phenyl)piperazin-1-yl]-3,3-difluoro-piperidine-1-carboxylate